4-((3-amino-4-ethoxyphenyl)(methyl)amino)quinoline-2-carbonitrile NC=1C=C(C=CC1OCC)N(C1=CC(=NC2=CC=CC=C12)C#N)C